FC(C(C)(C)O)(F)C=1C(=C(C=CC1)[C@@H](C)NC1=NC(=NC2=CC3=C(C=C12)N(C([C@]3(OC)CC)=O)C)C)F (S)-4-(((R)-1-(3-(1,1-difluoro-2-hydroxy-2-methylpropyl)-2-fluorophenyl)ethyl)amino)-8-ethyl-8-methoxy-2,6-dimethyl-6,8-dihydro-7H-pyrrolo[2,3-g]quinazolin-7-one